ClC1=C(C=CC=C1)C=1C(=NN2C1C=C(C=C2)C)C(=O)N2C[C@@H](N(CC2)[C@H]2[C@H](N(C2)C(C=C)=O)C)C 1-((2R,3R)-3-((S)-4-(3-(2-chlorophenyl)-5-methylpyrazolo[1,5-a]pyridine-2-carbonyl)-2-methylpiperazin-1-yl)-2-methylazetidin-1-yl)prop-2-en-1-one